C(C)(C)(C)P(C1=C(C(=C(C(=C1C)C)C)C)C1=C(C=C(C=C1C(C)C)C(C)C)C(C)C)C(C)(C)C 2-di-t-butylphosphino-3,4,5,6-tetramethyl-2',4',6'-tri-i-propylbiphenyl